BrC=1C=C(C=CC1)N1C(=C2C=CC=CC2=C1C1=CC=CC=C1)C1=CC=CC=C1 2-(3-bromophenyl)-1,3-diphenyl-2H-isoindole